COC1=CC=C(C=N1)[C@H](CC(=O)O)N1N=C2C=C(C=CC2=C1)CCC1=NC=2NCCCC2C=C1 (S)-3-(6-methoxypyridin-3-yl)-3-(6-(2-(5,6,7,8-tetrahydro-1,8-naphthyridin-2-yl)ethyl)-2H-indazol-2-yl)propionic acid